7-chloro-8-fluoro-2-((1-(pyrrolidin-1-ylmethyl)cyclopropyl)methoxy)-4-(2,2,2-trifluoroethoxy)pyrido[4,3-d]pyrimidine ClC1=C(C=2N=C(N=C(C2C=N1)OCC(F)(F)F)OCC1(CC1)CN1CCCC1)F